N-(1-cyano-2-ethylhexyl)-4-methoxybenzenesulfonamide C(#N)C(C(CCCC)CC)NS(=O)(=O)C1=CC=C(C=C1)OC